2,2'-(ethylenedioxy)diethandiol C(OCC(O)O)COCC(O)O